O-(4-phenylbutyl)hydroxylamine C1(=CC=CC=C1)CCCCON